FC1(CCC(CC1)C1=NC=CC(=C1NC(=O)N1CC2(CN(C2)C(=O)OC(C)(C)C)C1)C1=C(C=CC(=C1)F)F)F tert-butyl 6-((2-(4,4-difluorocyclohexyl)-4-(2,5-difluorophenyl)pyridin-3-yl)carbamoyl)-2,6-diazaspiro[3.3]heptane-2-carboxylate